8-(dimethylamino)-8-phenyl-3-(2-(piperazine-1-carbonyl)pyrimidin-5-yl)-1,3-diazaspiro[4.5]decan-2-one CN(C1(CCC2(CN(C(N2)=O)C=2C=NC(=NC2)C(=O)N2CCNCC2)CC1)C1=CC=CC=C1)C